P(OC([C@@H](N)CC1=CC=CC=C1)=O)([O-])(=O)N L-phenylalanyl phosphoramidate